NC1=NC=CC(=N1)C=1C2=C(C(=NC1)NCC=1C=C(C(=O)NC3CCN(CC3)C)C=CC1)CCO2 3-(((7-(2-aminopyrimidin-4-yl)-2,3-dihydrofuro[3,2-c]pyridin-4-yl)amino)methyl)-N-(1-methylpiperidin-4-yl)benzamide